[4-(6-{2-[3-(chloromethyl)phenyl]ethyl}pyridin-3-yl)piperazin-1-yl]ethanone ClCC=1C=C(C=CC1)CCC1=CC=C(C=N1)N1CCN(CC1)C(C)=O